tert-Butyl (R)-3-(2-(((S)-2-(methoxycarbonyl)pyrrolidin-1-yl)sulfonyl)-5-methylphenoxy)piperidine-1-carboxylate COC(=O)[C@H]1N(CCC1)S(=O)(=O)C1=C(O[C@H]2CN(CCC2)C(=O)OC(C)(C)C)C=C(C=C1)C